FC(C[C@H](C(=O)NC1=NC=CC(=C1)C1=C(C=2N=CN=CC2N1)C1=NC=CC=C1)C1=CC=C(C=C1)F)F (2S)-4,4-Difluoro-2-(4-fluorophenyl)-N-{4-[7-(pyridin-2-yl)-5H-pyrrolo[3,2-d]pyrimidin-6-yl]pyridin-2-yl}butanamid